NC1=C(C=C2C(=N1)C(C=1C(=CC=CC1O2)Br)=O)N2CCN(CC2)CC2CCN(CC2)CC2CCN(CC2)C=2C=C1C(N(C(C1=CC2)=O)C2C(NC(CC2)=O)=O)=O 5-(4-((4-((4-(2-amino-9-bromo-10-oxo-10H-chromeno[3,2-b]pyridin-3-yl)piperazin-1-yl)methyl)piperidin-1-yl)methyl)piperidin-1-yl)-2-(2,6-dioxopiperidin-3-yl)isoindoline-1,3-dione